(4S)-1-[[2-[(S)-amino-(4,4-difluorocyclohexyl)methyl]-4-fluoro-1,3-benzoxazol-5-yl]methyl]-4-(trifluoromethyl)imidazolidin-2-one N[C@H](C=1OC2=C(N1)C(=C(C=C2)CN2C(N[C@@H](C2)C(F)(F)F)=O)F)C2CCC(CC2)(F)F